FC1=C(CN2C(C3=C(C(=C2)C(=O)N[C@@H]2[C@H](COCC2)O)N=CN3C)=O)C(=CC(=C1)C=1C3=CN(N=C3C=CC1)C)F 5-(2,6-difluoro-4-(2-methyl-2H-indazol-4-yl)benzyl)-N-((3R,4S)-3-hydroxytetrahydro-2H-pyran-4-yl)-3-methyl-4-oxo-4,5-dihydro-3H-imidazo[4,5-c]pyridine-7-carboxamide